O1N=C(C2=C1C=CC=C2)C(CC)S(=O)(=O)N 1-(1,2-benzoxazol-3-yl)propane-1-sulfonamide